methyl 3-amino-4,5,6-trichloropicolinate NC=1C(=NC(=C(C1Cl)Cl)Cl)C(=O)OC